ClC1=C(NC=2NSC=3C2N=CC(C3)=NCCNC(C)=O)C=CC=C1C1=CC3=C(OCCO3)C=C1 2-((3-(2-chloro-3-(1,4-benzodioxan-6-yl)anilino)isothiazolo[4,5-b]pyridin-6-ylidene)amino)-1-acetamido-ethane